C1(=CC=CC=C1)COC(=O)C=1NC2=CC=C(C=C2C1)CP(=O)(OCC)OCC 5-((diethoxyphosphoryl)methyl)-1H-indole-2-carboxylic acid phenylmethyl ester